C1C(C[C@H](C([C@@H]1OC(=O)/C=C/C2=CC(=C(C=C2)O)O)OC(=O)/C=C/C3=CC(=C(C=C3)O)O)OC(=O)/C=C/C4=CC(=C(C=C4)O)O)(O)C(=O)O 4,5-O-dicaffeoylquinic acid